NC=1C=2N(C(=C(N1)C1=C(C#N)C=CC=C1)C1=NC=NC=C1)N=C(N2)CC2=NC=CC=C2C2=CN=CO2 (8-amino-2-((3-(oxazol-5-yl)pyridin-2-yl)methyl)-5-(pyrimidin-4-yl)-[1,2,4]triazolo[1,5-a]pyrazin-6-yl)benzonitrile